Vanadium(IV)-sulfid [S-2].[V+4].[S-2]